N-[7-chloro-3-(2-chloro-5-fluorophenyl)-1-oxo-2,3-dihydro-1H-benzo[e]isoindol-4-yl]-4-methylbenzenesulfonamide ClC1=CC2=C(C=3C(NC(C3C(=C2)NS(=O)(=O)C2=CC=C(C=C2)C)C2=C(C=CC(=C2)F)Cl)=O)C=C1